3-(7-{[(3S,4R)-3-fluoro-1-methylpiperidin-4-yl]amino}-3-(2,2,2-trifluoroethylpyrazolo[1,5-a]pyridin-2-yl)prop-2-yn-1-yl)-1-(1-fluorocyclopropyl)-1H-pyrazole-4-carboxamide F[C@H]1CN(CC[C@H]1NC1=CC=CC=2N1N=C(C2CC(F)(F)F)C#CCC2=NN(C=C2C(=O)N)C2(CC2)F)C